Methyl (4-((5-bromo-2-((5-methoxy-2-methyl-4-(4-(4-methylpiperazin-1-yl)piperidin-1-yl) Phenyl)amino)pyrimidin-4-yl)amino)-3-(2-hydroxypropan-2-yl)phenyl)carbamate BrC=1C(=NC(=NC1)NC1=C(C=C(C(=C1)OC)N1CCC(CC1)N1CCN(CC1)C)C)NC1=C(C=C(C=C1)NC(OC)=O)C(C)(C)O